C(C)(C)(C)C=1C=C(C=CC1)[C@H](C)NC(=O)C1=CC=C2C=CN(C2=C1)CC(C)C (S)-N-(1-(3-(tert-butyl)phenyl)ethyl)-1-isobutyl-1H-indole-6-carboxamide